N12CCCC(CC1)(C2)C(C2=CC(=C(N=N2)C2=C(C=C(C=C2)C(F)(F)F)O)C)O 2-(6-((1-Azabicyclo[3.2.1]octan-5-yl)(hydroxy)methyl)-4-methylpyridazin-3-yl)-5-(trifluoromethyl)phenol